2-Methyl-2-(2-methyl-4-((3-methyl-5-oxo-4-(4-(trifluoromethyl)phenyl)-4,5-dihydro-1H-1,2,4-triazol-1-yl)methyl)phenoxy)propionic acid CC(C(=O)O)(C)OC1=C(C=C(C=C1)CN1N=C(N(C1=O)C1=CC=C(C=C1)C(F)(F)F)C)C